(2-Bromo-4-methoxyphenoxy)triisopropylsilane BrC1=C(O[Si](C(C)C)(C(C)C)C(C)C)C=CC(=C1)OC